COC(C1=C(C=CC=C1)OCC=1C=NC=CC1)=N 2-(pyridin-3-ylmethoxy)benzimidic acid methyl ester